(S)-N1-(5-(cyclopropylmethyl)-7-((3-hydroxyoxetan-3-yl)ethynyl)-4-oxo-2,3,4,5-tetrahydrobenzo[b][1,4]oxazepin-3-yl)-N2-(3-fluorophenethyl)oxalamide C1(CC1)CN1C2=C(OC[C@@H](C1=O)NC(C(=O)NCCC1=CC(=CC=C1)F)=O)C=CC(=C2)C#CC2(COC2)O